C(C1=CC=CC=C1)C=1NC(=NN1)C=1C=C(OC2=C(C=3C=CNC3C=C2)C=O)C=CC1 5-(3-(5-benzyl-4H-1,2,4-triazol-3-yl)phenoxy)-1H-indole-4-carbaldehyde